C(CC)(=O)OC1=C(C=C(C=C1)OCC1CO1)C methyl-[4-(2,3-epoxypropoxy) phenyl] propionate